N2,N2,N6,N6-tetrakis(2-methoxyethyl)-4-(4-methoxypiperidin-1-yl)-8-(3-methoxypyrrolidin-1-yl)pyrimido[5,4-d]pyrimidine-2,6-diamine COCCN(C=1N=C(C2=C(N1)C(=NC(=N2)N(CCOC)CCOC)N2CC(CC2)OC)N2CCC(CC2)OC)CCOC